4-trimethylsilylbut-3-en-1-ol C[Si](C=CCCO)(C)C